BrC1=CC(=CC=2N1N=C(C2)[C@@H](C)N[S@](=O)C(C)(C)C)C2CC2 |o1:10| (R)-N-((R*)-1-(7-bromo-5-cyclopropylpyrazolo[1,5-a]pyridin-2-yl)ethyl)-2-methylpropane-2-sulfinamide